N-{[1-(2,2-difluoroethyl)-2-methyl-1H-pyrazolo[1,5-b][1,2,4]triazol-7-yl]methyl}-3-fluoro-4-(trifluoromethoxy)benzamide FC(CN1C=2N(N=C1C)N=CC2CNC(C2=CC(=C(C=C2)OC(F)(F)F)F)=O)F